C/C=C/C=C/CO HEXENOL